trans-(1S,2S)-cyclohexane-1,2-diamine [C@H]1([C@H](CCCC1)N)N